5-chloro-2-[(1-isopropylpiperidine-3-carbonyl)amino]pyridine-3-carboxylic acid methyl ester COC(=O)C=1C(=NC=C(C1)Cl)NC(=O)C1CN(CCC1)C(C)C